ClC=1C(=C(C=CC1F)N(C(=O)[C@@H]1CNC(N1C1=CC=2C(=NC(=CC2C(F)(F)F)C(=[Se])O)C=C1)=O)C)F (S)-6-(5-((3-chloro-2,4-difluorophenyl)(methyl)carbamoyl)-2-oxoimidazolidin-1-yl)-4-(trifluoromethyl)selenobenzo[2,3-b]pyridine-2-carboxylic acid